C(CC)\C(=C/C(=O)OCCCCCCN(CCCCCCOC(C=C(CCCCCCCC)CCC)=O)CCCO)\CCCCCCCC ((3-hydroxypropyl)azanediyl)bis(hexane-6,1-diyl) (2E,2'E)-bis(3-propylundec-2-enoate)